N-[(3-fluoro-1H-indazol-5-yl)methyl]-8-[5-(5-fluoro-2-methoxypyridin-4-yl)-1H-pyrazole-3-carbonyl]-8-azabicyclo[3.2.1]octane-3-carboxamide FC1=NNC2=CC=C(C=C12)CNC(=O)C1CC2CCC(C1)N2C(=O)C2=NNC(=C2)C2=CC(=NC=C2F)OC